C(C)(C)(C)P(C=1C=C(C=CC1)C1=CC=CC=C1)C(C)(C)C di(tert-butyl)([1,1'-biphenyl]-3-yl)phosphine